4-ethoxy-6-((S)-1-(7-(2-(ethyl(methyl)amino)ethyl)-5-((S)-3-hydroxypyrrolidin-1-yl)-1-oxo-3,4-dihydroisoquinolin-2(1H)-yl)ethyl)nicotinonitrile C(C)OC1=CC(=NC=C1C#N)[C@H](C)N1C(C2=CC(=CC(=C2CC1)N1C[C@H](CC1)O)CCN(C)CC)=O